6-methyl-5-((tetrahydro-2H-pyran-4-yl)amino)indolizine-7-carbonitrile CC1=C(N2C=CC=C2C=C1C#N)NC1CCOCC1